methyl 4-(1-(tert-butoxycarbonyl) piperidin-4-yl)-2,3-diketo-1,2,3,4-tetrahydropyrido[2,3-b]pyrazine-7-carboxylate C(C)(C)(C)OC(=O)N1CCC(CC1)N1C2=C(NC(C1=O)=O)C=C(C=N2)C(=O)OC